(1-((4-amino-2,2-dioxo-1H-benzo[c][1,2,6]thiadiazin-5-yl)oxy)-2-methyl-propan-2-yl)isonicotinamide NC=1C2=C(NS(N1)(=O)=O)C=CC=C2OCC(C)(C)C2=C(C(=O)N)C=CN=C2